ClC=1C(=C(C=2CCCCC2C1)C(=O)OC)OS(=O)(=O)C(F)(F)F Methyl 3-chloro-2-(trifluoromethylsulfonyloxy)-5,6,7,8-tetrahydronaphthalene-1-carboxylate